(Z)-2-(5-Fluoro-1-(4-(3-(4-fluorophenyl)propyl)benzylidene)-2-methyl-1H-inden-3-yl)acetic acid FC=1C=C2C(=C(/C(/C2=CC1)=C/C1=CC=C(C=C1)CCCC1=CC=C(C=C1)F)C)CC(=O)O